FC1=C(C=CC(=C1)C(F)(F)F)C#CC1=NNC2=C1C=1N(C(=N2)N2CCC3([C@@H]([C@@H](OC3)C)N)CC2)C=CN1 (3S,4S)-8-(9-((2-fluoro-4-(trifluoromethyl)phenyl)ethynyl)-7H-imidazo[1,2-c]pyrazolo[4,3-e]pyrimidin-5-yl)-3-methyl-2-oxa-8-azaspiro[4.5]decan-4-amine